ClC=1C=C(C=CC1)N[C@H](C(=O)N1[C@@H]2CC([C@H]([C@H]1C(=O)N[C@H](C[C@H]1C(NCCC1)=O)C#N)CC2)(F)F)CC2CC2 (1S,3S,4S)-2-((S)-2-((3-chlorophenyl)amino)-3-cyclopropylpropanoyl)-N-((R)-1-cyano-2-((S)-2-oxopiperidin-3-yl)ethyl)-5,5-difluoro-2-azabicyclo[2.2.2]octane-3-carboxamide